chromium-zinc methanol CO.[Zn].[Cr]